7-chloro-N-[(1S)-1-cyclopropyl-2,2,2-trifluoroethyl]-6-fluoro-1-(4-fluoro-2,6-dimethylphenyl)-4-oxo-1,4-dihydro-1,8-naphthyridine-3-carboxamide ClC1=C(C=C2C(C(=CN(C2=N1)C1=C(C=C(C=C1C)F)C)C(=O)N[C@H](C(F)(F)F)C1CC1)=O)F